C(CCCC)N=[N+]=[N-] pentylazide